6-amino-4-fluoronicotinonitrile NC1=NC=C(C#N)C(=C1)F